BrC1=CC2=C(N(C(=N2)C(F)F)[C@@H]2C[C@@H](CCC2)NC2=NC=C(C=N2)C#N)C=C1 2-(((1R,3S)-3-(5-bromo-2-(difluoromethyl)-1H-benzo[d]imidazol-1-yl)cyclohexyl)amino)pyrimidine-5-carbonitrile